BrC1=CC(=NC(=C1)CO)NC(OC(C)(C)C)=O tert-butyl (4-bromo-6-(hydroxymethyl)pyridin-2-yl)carbamate